3-(p-{(1R,3R)-Dispiro[cyclohexane-1,3'-[1,2,4]trioxolane-5',2''-tricyclo[3.3.1.13,7]decan]-3-yl}phenyl)propionamide C12C3(C4CC(CC(C1)C4)C2)O[C@]2(OO3)C[C@@H](CCC2)C2=CC=C(C=C2)CCC(=O)N